N-hexadecylanilinium [tetrakis(perfluorophenyl)borate] FC1=C(C(=C(C(=C1F)F)F)F)[B-](C1=C(C(=C(C(=C1F)F)F)F)F)(C1=C(C(=C(C(=C1F)F)F)F)F)C1=C(C(=C(C(=C1F)F)F)F)F.C(CCCCCCCCCCCCCCC)[NH2+]C1=CC=CC=C1